ClC=1C(=C(NC2=NC=NC3=CC=C(C=C23)[C@]23CN(CC3C2)C(C=C)=O)C=CC1)F 1-[(1S)-1-[4-(3-Chloro-2-fluoro-anilino)quinazolin-6-yl]-3-azabicyclo[3.1.0]hexan-3-yl]prop-2-en-1-one